BrC=1C=CC(=NC1)N1CCC(CC1)C(OCCCC)OCCCC 5-Bromo-2-[4-(dibutoxymethyl)piperidin-1-yl]pyridine